ethyl 6-[3-(dimethylamino)pyrrolidin-1-yl]thieno[2,3-b]pyridine-2-carboxylate CN(C1CN(CC1)C1=CC=C2C(=N1)SC(=C2)C(=O)OCC)C